BrC1=C(C(=CC(=C1)OC)C#C)C=1SC=CC1 2-(2-bromo-6-ethynyl-4-methoxyphenyl)thiophene